N-((4-(tert-butyl)phenyl)sulfonyl)-5,5-diphenyl-4,5-dihydro-isoxazole-3-carboxamide C(C)(C)(C)C1=CC=C(C=C1)S(=O)(=O)NC(=O)C1=NOC(C1)(C1=CC=CC=C1)C1=CC=CC=C1